N[C@H](CC1=C(C2=NC(=CC(=C2S1)NCC=1SC=CC1)Cl)C)CC 2-[(2S)-2-aminobutyl]-5-chloro-3-methyl-N-[(thiophen-2-yl)methyl]thieno[3,2-b]pyridin-7-amine